CS(=O)(=O)CCN1N=CC(=C1)C=1N=C(C=2N(C1)N=CC2)C=2C=NN(C2)C(CC)CC 6-(1-(2-(methylsulfonyl)ethyl)-1H-pyrazol-4-yl)-4-(1-(pent-3-yl)-1H-pyrazol-4-yl)pyrazolo[1,5-a]pyrazine